FC1(CC(CCC1)N(C1=CC=CC=C1)C(CC1(CCN(CC1)C(C1=C(C=C(C=C1)C(C)C)F)=O)C(=O)O)=O)F 4-[2-(N-(3,3-difluorocyclohexyl)anilino)-2-oxo-ethyl]-1-(2-fluoro-4-isopropyl-benzoyl)piperidine-4-carboxylic acid